(rac)-3-(2-fluorophenyl)pyrrolidine FC1=C(C=CC=C1)[C@@H]1CNCC1 |r|